sodium 7-ethyl-2-methylundecanol C(C)C(CCCCC(CO)C)CCCC.[Na]